C1(=CCCCC1)P(O)(=O)CCCC Cyclohexenyl-butyl-phosphinic acid